ClC1=NC(=NC(=N1)C1=CC=CC=C1)C1=CC=CC=C1 2-Chloro-4,6-diphenyl-1,3,5-triazin